[2H]C1(C(NC(C(C1=O)([2H])[2H])(C([2H])([2H])[2H])C([2H])([2H])[2H])(C([2H])([2H])[2H])C([2H])([2H])[2H])[2H] 3,3,5,5-tetradeuterio-2,2,6,6-tetrakis(trideuteriomethyl)piperidin-4-one